5-(4-pyridyl)-10,15,20-tri(4-sulfophenyl)porphyrin diethyl-2,3-di-tert-butylsuccinate C(C)C(C(C(=O)O)(C(C)(C)C)CC)(C(=O)O)C(C)(C)C.N1=CC=C(C=C1)C=1C2=CC=C(N2)C(=C2C=CC(C(=C3C=CC(=C(C=4C=CC1N4)C4=CC=C(C=C4)S(=O)(=O)O)N3)C3=CC=C(C=C3)S(=O)(=O)O)=N2)C2=CC=C(C=C2)S(=O)(=O)O